COCC#CC=1C=C2C(=NC1)ON=C2N 5-(3-Methoxyprop-1-yn-1-yl)isoxazolo[5,4-b]pyridin-3-amine